3-[4-[4-[[4-[(2R)-2-aminopropoxy]cyclohexyl]methyl]piperazin-1-yl]-3-methyl-2-oxo-benzimidazol-1-yl]piperidine-2,6-dione N[C@@H](COC1CCC(CC1)CN1CCN(CC1)C1=CC=CC=2N(C(N(C21)C)=O)C2C(NC(CC2)=O)=O)C